2-(3-(6-(2,4-dimethoxypyrimidin-5-yl)pyridin-2-yl)-3H-imidazo[4,5-b]pyridin-6-yl)propan-2-ol COC1=NC=C(C(=N1)OC)C1=CC=CC(=N1)N1C=NC=2C1=NC=C(C2)C(C)(C)O